NCCCCCCN=C(C1=C(C=C(C=C1)OC)O)C1=CC=CC=C1 2-(((6-aminohexyl)imino)(phenyl)methyl)-5-methoxyphenol